FC=1C(=NC=CC1)CNC(=O)C=1N=C(OC1)CCNCCC1=NC2=C(N1C)C=CC=C2 N-((3-fluoropyridin-2-yl)methyl)-2-(2-((2-(1-methyl-1H-benzo[d]imidazol-2-yl)ethyl)amino)ethyl)oxazole-4-carboxamide